1-(3-methylpyridin-4-yl)-1H-pyrazol-4-amine CC=1C=NC=CC1N1N=CC(=C1)N